(S)-7-((3R,4R)-1-propenoyl-3-hydroxypiperidin-4-yl)-2-(4-phenoxyphenyl)-4,5,6,7-tetrahydropyrazolo[1,5-a]pyrimidine-3-carboxamide C(C=C)(=O)N1C[C@@H]([C@H](CC1)[C@@H]1CCNC=2N1N=C(C2C(=O)N)C2=CC=C(C=C2)OC2=CC=CC=C2)O